(3S,4S)-Ethyl-1-benzyl-4-((S)-4-benzyl-2-oxooxazolidine-3-carbonyl)pyrrolidine C(C)C1N(C[C@H](C1)C(=O)N1C(OC[C@@H]1CC1=CC=CC=C1)=O)CC1=CC=CC=C1